C(C)(C)(C)OC(NCCOCCOCCOCCOCCC(=O)O)=O 5,8,11,14-tetraoxa-2-aza-heptadecanedioic acid-1-tert-butyl ester